2,4-difluoro-N-(methylcarbamoyl)benzamide FC1=C(C(=O)NC(NC)=O)C=CC(=C1)F